trans-(E)-N-(3-((6-(4-hydroxyphenyl)-1H-indazol-4-yl)oxy)cyclobutyl)-4-((2-methoxyethyl)(methyl)amino)but-2-enamide OC1=CC=C(C=C1)C1=CC(=C2C=NNC2=C1)O[C@@H]1C[C@H](C1)NC(\C=C\CN(C)CCOC)=O